thiodibenzenedithiol dimethacrylate C(C(=C)C)(=O)O.C(C(=C)C)(=O)O.S(C1=C(C(=CC=C1)S)S)C1=C(C(=CC=C1)S)S